S(=O)(=O)(OC(CCCCC)CC)O octan-6-yl hydrogen sulfate